ClC1=CC2=C(C=N1)C(=NN2C(C2=CC=CC=C2)(C2=CC=CC=C2)C2=CC=CC=C2)I 6-chloro-3-iodo-1-trityl-1H-pyrazolo[4,3-c]pyridine